Silver(II) sulfate S(=O)(=O)([O-])[O-].[Ag+2]